tert-butyl 2-formyl-2-methylazetidine-1-carboxylate C(=O)C1(N(CC1)C(=O)OC(C)(C)C)C